tert-butyl (1S,2S,5R)-8-benzyl-2-(2-oxoethyl)-3,8-diazabicyclo-[3.2.1]octane-3-carboxylate C(C1=CC=CC=C1)N1[C@@H]2[C@@H](N(C[C@H]1CC2)C(=O)OC(C)(C)C)CC=O